(6-amino-2-azaspiro[3.3]hept-2-yl)(p-tolyl)methanone NC1CC2(CN(C2)C(=O)C2=CC=C(C=C2)C)C1